4-amino-7-fluoro-N-(2-fluoro-4-(1-(trifluoromethyl)-1H-pyrazol-4-yl)benzyl)-N-methylimidazo[1,5-a]quinoxaline-8-carboxamide NC=1C=2N(C3=CC(=C(C=C3N1)F)C(=O)N(C)CC1=C(C=C(C=C1)C=1C=NN(C1)C(F)(F)F)F)C=NC2